C(C)(C)(C)NC(=O)N1CC2=CC(=CC=C2C1)C(=O)N1CC2=CC=CC=C2C[C@H]1CN1CCOCC1 N-tert-butyl-6-[(3S)-3-(morpholin-4-ylmethyl)-1,2,3,4-tetrahydroisoquinoline-2-carbonyl]-2,3-dihydro-1H-isoindole-2-carboxylic acid amide